COC(=O)C=1C=C2C(C=COC2=CC1)=O 4-oxo-chromene-6-carboxylic acid methyl ester